C(C)(C)C1=NN(C=2N=C(C=C(C21)NCC2=NN(C=N2)C)C=2C(=NC=CC2)OC)C 3-isopropyl-6-(2-methoxy-3-pyridyl)-1-methyl-N-[(1-methyl-1,2,4-triazol-3-yl)methyl]pyrazolo[3,4-b]pyridin-4-amine